NC=1C=CC(=NC1)N1N=C(C(=C1)C1=CN=C(N1C)C(=O)NC1=CC(=C(C=C1)C(=O)N1CCC2(CCN(C2)C([C@H]2NC[C@@H](C2)O)=O)CC1)Cl)C(F)(F)F 5-[1-(5-amino-2-pyridinyl)-3-(trifluoromethyl)pyrazol-4-yl]-N-[3-chloro-4-[2-[(2s,4r)-4-hydroxyprolyl]-2,8-diazaspiro[4.5]decane-8-carbonyl]phenyl]-1-methyl-imidazole-2-carboxamide